N-(6-methyl-5-(4-methylpiperazin-1-yl)pyridin-2-yl)cyclopropanecarboxamide tert-butyl-(4-chloro-3-cyano-7-fluorothieno[3,2-c]pyridin-2-yl)carbamate C(C)(C)(C)N(C(O)=O)C1=C(C=2C(=NC=C(C2S1)F)Cl)C#N.CC1=C(C=CC(=N1)NC(=O)C1CC1)N1CCN(CC1)C